C(C1=CC=CC=C1)OC1CC(C1)(O)C 3-(benzyloxy)-1-methylcyclobutane-1-ol